ClC=1C=C(CC2=NC3=CC=C(C=C3C(=N2)N)C=2C(=NOC2C)C)C=CC1 (3-chlorobenzyl)-6-(3,5-dimethylisoxazol-4-yl)quinazolin-4-amine